trihexyltetradecylphosphine bis(2,4,4-trimethylpentyl)hypophosphite Ethyl-(1,1-dimethylsilinan-4-yl)glycinate C(C)N(CC(=O)O)C1CC[Si](CC1)(C)C.CC(CP(=O)(O)CC(CC(C)(C)C)C)CC(C)(C)C.C(CCCCC)C(CCCCCCCCCCCCCP)(CCCCCC)CCCCCC